C1(CCCC=2C3=C(C(=C(C(=C3NC12)[2H])[2H])[2H])[2H])([2H])[2H] 2,3,4,9-tetrahydro-1H-carbazole-1,1,5,6,7,8-d6